(2-((4-chloro-3-nitrophenyl)sulfonamido)ethyl)(methyl)carbamic acid tert-butyl ester C(C)(C)(C)OC(N(C)CCNS(=O)(=O)C1=CC(=C(C=C1)Cl)[N+](=O)[O-])=O